N,1-dimethyl-N-(2-oxo-2-(4-(5-(trifluoromethyl)-1,2,4-oxadiazol-3-yl)phenyl)ethyl)-1H-imidazole-4-sulfonamide CN(S(=O)(=O)C=1N=CN(C1)C)CC(C1=CC=C(C=C1)C1=NOC(=N1)C(F)(F)F)=O